N5-((1R,3S,5S,6r)-3-Hydroxybicyclo[3.1.0]hexan-6-yl)-N3-methyl-1-((S)-1-(4-(trifluoromethyl)phenyl)ethyl)-1H-pyrazole-3,5-dicarboxamide OC1C[C@H]2C([C@H]2C1)NC(=O)C1=CC(=NN1[C@@H](C)C1=CC=C(C=C1)C(F)(F)F)C(=O)NC